ClC=1C=C(CN(C2=NC=3N(C(=C2)C=2C=NNC2)N=C(C3)C(=O)NC3=CC=C(C=C3)Cl)C)C=CC1 5-((3-chlorobenzyl)(methyl)amino)-N-(4-chlorophenyl)-7-(1H-pyrazol-4-yl)pyrazolo[1,5-a]pyrimidine-2-carboxamide